ClC=1C=C2C(=C(C=NC2=CC1)S(=O)(=O)N1CCOCC1)NC1=C(C=CC=C1)B(O)O [2-[(6-chloro-3-morpholinesulfonyl-4-quinolinyl)amino]phenyl]boronic acid